O1CCN(CC1)C1=NC2=CC=CC=C2C=N1 morpholinoquinazolin